ClC=1C=C(C=CC1)[C@@H]1OCCN(C1)C[C@@H](COC1=CC=C(C=C1)N(S(=O)(=O)C)C)O |o1:7| N-(4-((S)-3-((S) or (R)-2-(3-chlorophenyl)morpholino)-2-hydroxypropoxy)phenyl)-N-methylmethanesulfonamide